C(C)(C)(C)OC(=O)N[C@@H](CC(=O)OCC1=CC=CC=C1)C(=O)N[C@H](C(=O)NCC1=CC=CC2=CC=CC=C12)C benzyl (S)-3-((tert-butoxycarbonyl)amino)-4-(((S)-1-((naphthalen-1-ylmethyl)amino)-1-oxopropan-2-yl)amino)-4-oxobutanoate